C1(CC1)C1=NN(C=N1)C1CC2(CN(C2)C(=O)N2CC3(C2)CC(C3)OC3=CC(N(C=C3)C)=O)C1 4-[[2-[6-(3-cyclopropyl-1,2,4-triazol-1-yl)-2-azaspiro[3.3]heptane-2-carbonyl]-2-azaspiro[3.3]heptan-6-yl]oxy]-1-methyl-pyridin-2-one